4-trifluoromethyl-Imidazole FC(C=1N=CNC1)(F)F